diazacyclopropenyl-benzoquinone N1=NC1C=1C(C=CC(C1)=O)=O